N1C=CC2=CC=C(C=C12)S(=O)(=O)N1C2(CC2)C[C@H](C1)N(C1=CC=C(C=C1)O)C |r| rac-(R)-4-((4-((1H-indol-6-yl)sulfonyl)-4-azaspiro[2.4]heptan-6-yl)(methyl)amino)phenol